O1-benzyl O2-methyl (2S,4S)-4-[[6-[3-[(2R)-3-[tert-butoxycarbonyl(methyl)amino]-2-methoxy-propyl]-6-fluoro-2-methyl-benzimidazol-4-yl]-2-pyridyl]amino]pyrrolidine-1,2-dicarboxylate C(C)(C)(C)OC(=O)N(C[C@@H](CN1C(=NC2=C1C(=CC(=C2)F)C2=CC=CC(=N2)N[C@H]2C[C@H](N(C2)C(=O)OCC2=CC=CC=C2)C(=O)OC)C)OC)C